(2-(tert-butoxycarbonyl)phenyl)boronic acid C(C)(C)(C)OC(=O)C1=C(C=CC=C1)B(O)O